trimethylol-ACETIC ACID C(O)C(C(=O)O)(CO)CO